OCCCNCCCN(C(OC(C)(C)C)=O)C tert-butyl N-{3-[(3-hydroxypropyl)amino]propyl}-N-methylcarbamate